NC1=NC=C(C2=C1C(=NN2C)C2=CC(=C(C=C2)NS(=O)(=O)C(F)F)O[C@@H](C)C2=CC=C(C=C2)F)C=2C=NN(C2)[C@@H]2CC(N(CC2)C)(C)C |o1:39| N-(4-(4-amino-1-methyl-7-(1-((S*)-1,2,2-trimethylpiperidin-4-yl)-1H-pyrazol-4-yl)-1H-pyrazolo[4,3-c]pyridin-3-yl)-2-((S)-1-(4-fluorophenyl)ethoxy)phenyl)-1,1-difluoromethanesulfonamide